1-(4-(3-cyano-6-(1-(oxetan-3-yl)-1H-pyrazol-4-yl)pyrazolo[1,5-a]pyridin-4-yl)phenyl)azetidin C(#N)C=1C=NN2C1C(=CC(=C2)C=2C=NN(C2)C2COC2)C2=CC=C(C=C2)N2CCC2